FC=1C(=C(N2N=C(N=CC21)N[C@H]2[C@@H](COCC2)O)C(C)CC(F)(F)F)C#N 5-fluoro-2-(((3S,4R)-3-hydroxytetrahydro-2H-pyran-4-yl)amino)-7-(4,4,4-trifluorobutan-2-yl)pyrrolo[2,1-f][1,2,4]triazine-6-carbonitrile